2,4-bis(3-aminoanilino)-6-anilino-1,3,5-triazine NC=1C=C(NC2=NC(=NC(=N2)NC2=CC(=CC=C2)N)NC2=CC=CC=C2)C=CC1